C1(CC1)C(=O)C1=CNC2=NC=CC(=C21)N[C@H]2CN(CCC2)C(C=C)=O (R)-1-(3-((3-(cyclopropanecarbonyl)-1H-pyrrolo[2,3-b]pyridin-4-yl)amino)piperidin-1-yl)prop-2-en-1-one